CC1=C(C=CC(=N1)NC(=O)C1CCC(CC1)C(=O)OC)NC=1C=C(C=CC1[N+](=O)[O-])C1=CC=CC=C1 methyl (1r,4r)-4-((6-methyl-5-((4-nitro-[1,1'-biphenyl]-3-yl)amino)pyridin-2-yl)carbamoyl)cyclohexane-1-carboxylate